2-(6-Chloro-benzothiazol-2-ylamino)-1-methyl-1H-benzoimidazole-5-carboxylic acid ((S)-1-dimethylcarbamoyl-ethyl)-amide CN(C(=O)[C@H](C)NC(=O)C1=CC2=C(N(C(=N2)NC=2SC3=C(N2)C=CC(=C3)Cl)C)C=C1)C